COC1=CC=C(CN(C2=NC(=NN3C2=NC=C3C(O)C3=CC=C(C=C3)OCCCN3CCOCC3)OCCCC)CC3=CC=C(C=C3)OC)C=C1 (4-(bis(4-methoxybenzyl)amino)-2-butoxyimidazo[2,1-f][1,2,4]triazin-7-yl)(4-(3-morpholinopropoxy)phenyl)methanol